S(=O)(=O)([O-])C(C[N+]1=CC=C(C=C1)C1=CC=[N+](C=C1)C[C@@H](C)S(=O)(=O)[O-])C r-bis[2-sulfonatopropyl]-4,4'-bipyridinium